C(C)(=O)O[C@@]1([C@H](O[C@H]([C@@H]1OC(C)=O)N1C2=NC(=NC(=C2N=C1)Cl)Cl)COCP(=O)(OCC)OCC)C#C (2R,3R,4R,5R)-5-(2,6-dichloro-9H-purin-9-yl)-2-(((diethoxyphosphoryl)methoxy)methyl)-3-ethynyltetrahydrofuran-3,4-diyl diacetate